(S)-2-((3-cyclopropoxy-1-(methoxymethyl)-1H-pyrazol-4-yl-5-d)amino)-7-(1-methoxypropan-2-yl)-7H-pyrrolo[2,3-d]pyrimidine-6-carbonitrile C1(CC1)OC1=NN(C(=C1NC=1N=CC2=C(N1)N(C(=C2)C#N)[C@H](COC)C)[2H])COC